N,N,N-trimethyl-N-(2-hydroxypropyl)-ammonium 2-ethylhexanoate C(C)C(C(=O)[O-])CCCC.C[N+](CC(C)O)(C)C